ethyl 1-methyl-5-(picolinamido)-1H-pyrazole-4-carboxylate CN1N=CC(=C1NC(C1=NC=CC=C1)=O)C(=O)OCC